7-fluoro-3H-spiro[1-benzofuran-2,4'-piperidine]-3-amine hydrochloride Cl.FC1=CC=CC=2C(C3(CCNCC3)OC21)N